4-(2,6-difluoropyridin-3-yl)phenylboronic acid FC1=NC(=CC=C1C1=CC=C(C=C1)B(O)O)F